4-(6-((7-cyanobenzofuran-4-yl)methoxy)pyridin-2-yl)piperidine-1-carboxylic acid tert-butyl ester C(C)(C)(C)OC(=O)N1CCC(CC1)C1=NC(=CC=C1)OCC1=CC=C(C2=C1C=CO2)C#N